4-fluoro-6-(1H-imidazol-1-yl)-N-((1r,4r)-4-(2-methoxyethoxy)cyclohexyl)picolinamide FC1=CC(=NC(=C1)N1C=NC=C1)C(=O)NC1CCC(CC1)OCCOC